(E)-3-phenyl-N-(1H-pyrazol-3-yl)-N-tetrahydrothiophen-3-yl-prop-2-enamide C1(=CC=CC=C1)/C=C/C(=O)N(C1CSCC1)C1=NNC=C1